1-(4-(chloromethyl)-1-oxoisoindolin-2-yl)dihydropyrimidine-2,4(1h,3h)-dione ClCC1=C2CN(C(C2=CC=C1)=O)N1C(NC(CC1)=O)=O